tert-butyl 4-[[(3S)-3-[[1-[2-(2,6-dioxo-3-piperidyl)-1,3-dioxo-isoindolin-5-yl]-4-piperidyl]oxy]pyrrolidin-1-yl]methyl]piperidine-1-carboxylate O=C1NC(CCC1N1C(C2=CC=C(C=C2C1=O)N1CCC(CC1)O[C@@H]1CN(CC1)CC1CCN(CC1)C(=O)OC(C)(C)C)=O)=O